ClC1=NN=C(C2=C1CCC2)C2=C(C=C(C=C2)C(F)(F)F)OC 1-chloro-4-(2-methoxy-4-(trifluoromethyl)phenyl)-6,7-dihydro-5H-cyclopenta[d]pyridazine